decylsulfonic acid tetraoctylphosphonium salt C(CCCCCCC)[P+](CCCCCCCC)(CCCCCCCC)CCCCCCCC.C(CCCCCCCCC)S(=O)(=O)[O-]